3-(6-((4-(2-(2,4-difluorophenyl)-2-methylbenzo[d][1,3]dioxol-4-yl)piperidin-1-yl)methyl)-5-methylpyridin-3-yl)-5-(trifluoromethyl)-1,2,4-oxadiazole FC1=C(C=CC(=C1)F)C1(OC2=C(O1)C=CC=C2C2CCN(CC2)CC2=C(C=C(C=N2)C2=NOC(=N2)C(F)(F)F)C)C